P(=O)(OC(C(F)(F)F)CCC(CC#C)CC#C)([O-])[O-] dipropargylpropyl-2,2,2-trifluoroethyl phosphate